CC/C=C/C/C=C/CC=C=C/C=C/C/C=C/CCCCCC(=O)O 7,10,13,16,19-Docosahexaenoic acid